triglycerol isostearate C(CCCCCCCCCCCCCCC(C)C)(=O)O.OCC(O)CO.OCC(O)CO.OCC(O)CO